(2-chlorophenyl) ketone ClC1=C(C=CC=C1)C(=O)C1=C(C=CC=C1)Cl